methyl (S)-3-(oxetan-2-ylmethyl)-2-((2-oxopiperazin-1-yl) methyl)-3H-benzo[d]imidazole-5-carboxylate O1[C@@H](CC1)CN1C(=NC2=C1C=C(C=C2)C(=O)OC)CN2C(CNCC2)=O